COC=1C2=CC=CC=C2C(=C2C=CC=CC12)C 9-methoxy-10-methyl-anthracene